S1C=C(C=C1)C1=C(C(=NC2=CC=CC=C12)C(F)(F)F)C#CC1=CSC=C1 4-(Thiophen-3-yl)-3-(thiophen-3-ylethynyl)-2-(trifluoromethyl)quinoline